The molecule is a dihydroxybenzoic acid that is 4,5-dihydroxybenzoic acid carrying an additional bromo substituent at position 3. It has a role as an algal metabolite and a marine xenobiotic metabolite. It is a member of bromobenzenes and a dihydroxybenzoic acid. It derives from a benzoic acid. It is a conjugate acid of a 3-bromo-4,5-dihydroxybenzoate. C1=C(C=C(C(=C1O)O)Br)C(=O)O